[Ca+2].C(N(CC(=O)[O-])CC(=O)O)CN(CC(=O)O)CC(=O)[O-] edetate monocalcium